C1(CCC1)CC1=C(C(=CC(=C1)F)C1=CC(=NC=C1)OC)NC(=O)C1=C(OC=C1C(C)(C)O)S(=O)(N)=N ((2-(cyclobutylmethyl)-4-fluoro-6-(2-methoxypyridin-4-yl)phenyl)carbamoyl)-4-(2-hydroxypropan-2-yl)furan-2-sulfonimidamide